2,5-dimethoxypyridin-4-ylboronic acid COC1=NC=C(C(=C1)B(O)O)OC